C1(CCCCC1)CN1CC2N(C[C@H](C1=O)C)C(CCN2C(=O)NCC2=CC=CC1=CC=CC=C21)=O (7R)-9-(cyclohexylmethyl)-7-methyl-N-(naphthalen-1-ylmethyl)-4,8-dioxooctahydropyrimido[1,2-a][1,4]diazepine-1(2H)-carboxamide